N'-[isopropylidenedi[p-phenylenecarbonyl-(p-phenylene)]]bismaleimide C(C)(C)(C1=CC=C(C=C1)C(=O)C1=CC=C(C=C1)C=1C(=O)NC(C1)=O)C1=CC=C(C=C1)C(=O)C1=CC=C(C=C1)C=1C(=O)NC(C1)=O